2-((2-((2-methoxy-4-(1-methyl-1H-pyrazol-4-yl)phenyl)amino)pyrido[3,4-d]pyrimidin-8-yl)amino)propane-1,3-diol COC1=C(C=CC(=C1)C=1C=NN(C1)C)NC=1N=CC2=C(N1)C(=NC=C2)NC(CO)CO